gamma-glutaryl-valine C(CCCC(=O)O)(=O)CC([C@H](N)C(=O)O)C